4-{2-[5-fluoro-2-(naphthalene-2-sulfonamido)phenyl]ethynyl}benzoic acid FC=1C=CC(=C(C1)C#CC1=CC=C(C(=O)O)C=C1)NS(=O)(=O)C1=CC2=CC=CC=C2C=C1